BrCCN1CC2(C1)CCN(CC2)C2=CC=C(C=C2)C2C(NC(CC2)=O)=O 3-[4-[2-(2-bromoethyl)-2,7-diazaspiro[3.5]non-7-yl]phenyl]-piperidine-2,6-dione